(S,6S)-6-methoxy-N'-((2,4,5,6-tetrahydro-1H-cyclobuta[f]inden-3-yl)carbamoyl)-6,7-dihydro-5H-pyrazolo[5,1-b][1,3]oxazine-3-sulfonimidamide CO[C@H]1CN2C(OC1)=C(C=N2)[S@](=O)(N)=NC(NC2=C1C(=CC=3CCCC23)CC1)=O